C1=CC=CC=2C3=CC=CC=C3N(C12)C=1C=C(C=CC1)N1C2=CC=CC=C2C=2C=C(C=CC12)N1C2=CC=CC=C2C=2C=CC=CC12 9-(3-(9H-carbazol-9-yl)phenyl)-9H-3,9'-bicarbazol